Ethyl (3S,5aR,6S,7R,8aS)-6-({[dimethyl(2-methyl-2-propanyl)silyl]oxy}methyl)-7-(tetrahydro-2H-pyran-2-yloxy)octahydro-2H-cyclopenta[b]oxepin-3-carboxylate C[Si](OC[C@H]1[C@@H](C[C@@H]2OC[C@H](CC[C@@H]21)C(=O)OCC)OC2OCCCC2)(C(C)(C)C)C